FC1S(C2=C(COC1)C=CC(=C2)C(=O)N)(=O)=O 2-fluoro-1,1-dioxo-3,5-dihydro-2H-4,1λ6-benzoxathiepine-8-carboxamide